6-methyl-5-((3-(9-(tetrahydro-2H-pyran-2-yl)-9H-purin-6-yl)pyridin-2-yl)amino)-N-(3-(trifluoromethyl)phenyl)-nicotinamide CC1=NC=C(C(=O)NC2=CC(=CC=C2)C(F)(F)F)C=C1NC1=NC=CC=C1C1=C2N=CN(C2=NC=N1)C1OCCCC1